(4-((4-(cyclopropylamino)-3-(trifluoromethyl)-1H-pyrrolo[2,3-b]pyridin-6-yl)amino)-3-methoxyphenyl)(morpholino)methan C1(CC1)NC1=C2C(=NC(=C1)NC1=C(C=C(C=C1)CN1CCOCC1)OC)NC=C2C(F)(F)F